C(CCCCCCC)(=O)O.C(C(C)O)O 1,2-Propanediol Monocaprylate